FC1=C(C=C(C=C1)NC(=O)C1=C(N(C(=C1C)C(C(NC1CC(NC2=CC=CC=C12)=O)=O)=O)C)C)C N-(4-fluoro-3-methylphenyl)-1,2,4-trimethyl-5-(2-oxo-2-((2-oxo-1,2,3,4-tetrahydroquinolin-4-yl)amino)acetyl)-1H-pyrrole-3-carboxamide